COC1=CC=C2C=3C=CN=C(C3N(C2=C1)CCCN=[N+]=[N-])C 3-(7-Methoxy-1-methyl-β-carbolin-9-yl)-propylazide